2-(5-Phenyl-1H-imidazol-2-yl)-4-(1-(tetrahydro-2H-pyran-4-yl)-1H-pyrazol-4-yl)pyridine trifluoroacetate salt FC(C(=O)O)(F)F.C1(=CC=CC=C1)C1=CN=C(N1)C1=NC=CC(=C1)C=1C=NN(C1)C1CCOCC1